C(CCC)=O butane-1-On